rac-2-[(3aS,6aR)-3a-(aminomethyl)-octahydrocyclopenta[c]pyrrol-2-yl]-6-amino-5-(2,3-dichlorophenyl)pyrimidine NC[C@]12[C@H](CN(C1)C1=NC(=C(C=N1)C1=C(C(=CC=C1)Cl)Cl)N)CCC2 |r|